6,8-difluoro-2-(((2R,7aS)-2-fluorotetrahydro-1H-pyrrolizin-7a(5H)-yl)methoxy)quinazoline FC=1C=C2C=NC(=NC2=C(C1)F)OC[C@]12CCCN2C[C@@H](C1)F